BrC1=NC(=CC(=C1)[C@H]1[C@@H](N(CCO1)C(=O)OC(C)(C)C)C)Cl trans-tert-butyl 2-(2-bromo-6-chloropyridin-4-yl)-3-methylmorpholine-4-carboxylate